(S)-2-benzyl-6,8-dibromo-N-((4-chloro-3-nitrophenyl)sulfonyl)-7-((4-cyanobenzyl)oxy)-1,2,3,4-tetrahydroisoquinoline-3-carboxamide C(C1=CC=CC=C1)N1CC2=C(C(=C(C=C2C[C@H]1C(=O)NS(=O)(=O)C1=CC(=C(C=C1)Cl)[N+](=O)[O-])Br)OCC1=CC=C(C=C1)C#N)Br